C1(CC1)C=1C=C(C=NC1)C1=NN2C(N=CC=C2)=C1C(=O)N[C@@H]1C(NC2=C(C(=N1)C1=CC=CC=C1)C=CC=C2)=O 2-(5-cyclopropylpyridin-3-yl)-N-[(3S)-2-oxo-5-phenyl-1,3-dihydro-1,4-benzodiazepine-3-Yl]pyrazolo[1,5-a]pyrimidine-3-carboxamide